C(C)(=O)NC1=CC=C(C=C1)C=1NC(=C(N1)C1=CC=C(C=C1)NC(C)=O)C1=CC=C(C=C1)NC(C)=O 2,4,5-tri(4-acetamidophenyl)-1H-imidazole